C(=O)(C(=C)C)OCCP(=O)=C(O)C[N+](C)(C)C methacryl-oxyethyl-phosphorylcholine